trans-4-(3,4-Dihydroisoquinolin-2(1H)-yl)-1-(6-((4-chlorophenyl)amino)pyrimidin-4-yl)piperidine C1N(CCC2=CC=CC=C12)C1CCN(CC1)C1=NC=NC(=C1)NC1=CC=C(C=C1)Cl